N,N'-Dibenzylethylenediamine diacetate CC(=O)O.CC(=O)O.C1=CC=C(C=C1)CNCCNCC2=CC=CC=C2